OCCC1=CC=C(C=C1)NC1=CC=C(C=2C(C3=CC=CC=C3C(C12)=O)=O)NC1=CC=C(C=C1)CCO 1,4-bis((4-(2-hydroxyethyl)phenyl)amino)anthracene-9,10-dione